OC1=CC=C(C=C1)C(CCC(=O)O)(C)C1=CC=C(C=C1)O 4,4-bis(4'-hydroxyphenyl)valeric acid